C(C1=CC=CC=C1)O[C@@H]1[C@@]2(CO[C@]([C@@H]([C@H]1OCC1=CC=CC=C1)OCC1=CC=CC=C1)(O2)C2=CC(=C(C=C2)Cl)CC2=CC=C(C=C2)OCC)[C@@H](C)O (R)-1-((1R,2S,3S,4R,5S)-2,3,4-tris(benzyloxy)-5-(4-chloro-3-(4-ethoxybenzyl)phenyl)-6,8-dioxabicyclo[3.2.1]octan-1-yl)ethanol